N-(4-((2-(cyclopropanecarboxamido)pyridin-4-yl)oxy)-2,5-difluorophenyl)benzo[d]thiazole-6-carboxamide C1(CC1)C(=O)NC1=NC=CC(=C1)OC1=CC(=C(C=C1F)NC(=O)C1=CC2=C(N=CS2)C=C1)F